N(=[N+]=[N-])CC1=CC=C(C=C1)NC(C(CC(C)C)C(NO)=O)=O N-[4-(Azidomethyl)phenyl]-2-(hydroxycarbamoyl)-4-methyl-pentanamide